[Na]N([Si](C)(C)C)[Si](C)(C)C Sodiobis(trimethylsilyl)amine